C(C=C)(=O)N1CC(CC1)C1=NN(C=2C(=NNC(C21)=O)N)C2=CC=C(C=C2)OC2=CC=CC=C2 3-(1-acryloylpyrrolidin-3-yl)-7-amino-1-(4-phenoxyphenyl)-1,5-dihydro-4H-pyrazolo[3,4-d]pyridazin-4-one